3-{[(exo-5-fluoro-1a,6b-dihydro-1H-cyclopropa[b][1]benzofuran-1-carbonyl)amino]methyl}-1,4,5,6,7,8-hexahydrocyclohepta[c]pyrazole FC=1C=CC2=C(C3C(O2)C3C(=O)NCC=3C2=C(NN3)CCCCC2)C1